BrC=1C(=C(C=CC1)CC1N([C@@H](CC1=O)C)C(=O)OCC1=CC=CC=C1)F Benzyl (5R)-2-[(3-bromo-2-fluorophenyl)methyl]-5-methyl-3-oxopyrrolidine-1-carboxylate